[Na+].[K+].C(CCCCCCCCCCC)C(C(=O)[O-])(C(=O)[O-])CCC 2-dodecyl-2-propylmalonic acid potassium sodium salt